4-isopropyl-5-(1-methyl-1H-pyrrolo[2,3-b]pyridin-3-yl)-N-(1-methylpiperidin-4-yl)-1H-pyrazole-3-carboxamide C(C)(C)C=1C(=NNC1C1=CN(C2=NC=CC=C21)C)C(=O)NC2CCN(CC2)C